Lithium sulfur dioxide S(=O)=O.[Li]